C(=O)(O)CNCCC[Si](O)(O)C N-carboxymethyl-3-aminopropyl-methyl-silanediol